5,10,15,20-tetrakis[4-(1H-tetrazol-5-yl)phenyl]porphyrin N1N=NN=C1C1=CC=C(C=C1)C=1C2=CC=C(N2)C(=C2C=CC(C(=C3C=CC(=C(C=4C=CC1N4)C4=CC=C(C=C4)C4=NN=NN4)N3)C3=CC=C(C=C3)C3=NN=NN3)=N2)C2=CC=C(C=C2)C2=NN=NN2